FC=1C=C2CN(CC2=CC1)C=1OC2=C(C=C(C=C2C(C1)=O)C)C(C)NC1=C(C(=O)O)C(=CC=C1)OC 2-[1-[2-(5-Fluoroisoindolin-2-yl)-6-methyl-4-oxo-chromen-8-yl]ethylamino]-6-methoxy-benzoic acid